1,3-bis(methoxymethoxy)benzene COCOC1=CC(=CC=C1)OCOC